2,5-dichloro-N-(2-(((R)-3-methyl-1-((5R,7R)-5,6,7-trimethyl-4-oxo-1,3,6,2-dioxazaborocan-2-yl)butyl)amino)-2-oxoethyl)benzamide ClC1=C(C(=O)NCC(=O)N[C@@H](CC(C)C)B2OC[C@H](N([C@@H](C(O2)=O)C)C)C)C=C(C=C1)Cl